5-(3-bromo-5-chlorophenyl)-2-(methoxymethyl)-3-oxopiperazine-1-carboxylate BrC=1C=C(C=C(C1)Cl)C1NC(C(N(C1)C(=O)[O-])COC)=O